N-methyl-3-[1-(oxetan-3-yl)imidazol-4-yl]-4-[[5-(trifluoromethyl)-2-pyridyl]amino]benzenesulfonamide CNS(=O)(=O)C1=CC(=C(C=C1)NC1=NC=C(C=C1)C(F)(F)F)C=1N=CN(C1)C1COC1